ClC=1C=C2C(=NC=NC2=CC1C1=C(C=CC=C1C(F)(F)F)O)N1CCN(CC1)C(C=C)=O 1-(4-(6-chloro-7-(2-hydroxy-6-(trifluoromethyl)phenyl)quinazolin-4-yl)piperazin-1-yl)prop-2-en-1-one